4-nitrophenyl (2E)-3-[4-[(bis[[(2,2-dimethylpropanoyl)oxy]methoxy]phosphoryl)difluoromethyl]phenyl]but-2-enoate CC(C(=O)OCOP(=O)(OCOC(C(C)(C)C)=O)C(C1=CC=C(C=C1)/C(=C/C(=O)OC1=CC=C(C=C1)[N+](=O)[O-])/C)(F)F)(C)C